methyl 5-benzyl-3-(((3-methylbenzyl)oxy)methyl)-4,5-dihydroisoxazole-5-carboxylate C(C1=CC=CC=C1)C1(CC(=NO1)COCC1=CC(=CC=C1)C)C(=O)OC